CC=1OC(C2=C(N1)C=CC=C2)=O 2-methyl-4H-benzo[d][1,3]oxazin-4-one